CC(CS(=O)(=O)O)CC(C)(C)C 2,4,4-trimethylpentanesulfonic acid